C(=C)C1=CC=C(C=C1)OB(O)O (4-vinylphenyl)boric acid